4-(2,3-diaminopyridin-4-yl)-N-(2,2,2-trifluoroethyl)-1H-pyrazole NC1=NC=CC(=C1N)C=1C=NN(C1)CC(F)(F)F